C(C)(C)(C)OC(N[C@@H]1CC[C@H](CC1)NC=1C=CC2=C(\C(\C(C=3C(=NC=NC23)N)(C)C)=N/OC)C1)=O.BrCC(=O)C1=CC(=CC=C1)Cl 2-bromo-1-(3'-chlorophenyl)ethanone tert-butyl-N-[trans-4-[[(6Z)-4-amino-6-methoxyimino-5,5-dimethyl-benzo[h]quinazolin-8-yl]amino]cyclohexyl]carbamate